(S)-6-((1,4-dioxan-2-yl)methoxy)-1-chloroisoquinoline O1[C@@H](COCC1)COC=1C=C2C=CN=C(C2=CC1)Cl